1-[(4-chlorophenyl)amino]-N-[3-(4,5-dihydro-3H-imidazol-2-yl)phenyl]methaneamide ClC1=CC=C(C=C1)NC(=O)NC1=CC(=CC=C1)C1=NCCN1